4-trifluoromethyl-aniline hydrofluoric acid salt F.FC(C1=CC=C(N)C=C1)(F)F